N-(3-hydroxy-4-methoxybenzyl)-2-morpholinyl-5-trifluoromethylbenzamide OC=1C=C(CNC(C2=C(C=CC(=C2)C(F)(F)F)N2CCOCC2)=O)C=CC1OC